C(C)(C)(C)C1=CC(CC(C1)=CC1=CC=C(C=C1)SC)C(C)(C)C 2,6-di-tert-butyl-4-(4-methylthiobenzylidene)cyclohexene